6-iodo-7-isopropoxyimidazo[1,2-a]Pyridine IC=1C(=CC=2N(C1)C=CN2)OC(C)C